CC([C@H](CN1CCC(CC1)C)C1=C(C=CC2=CC=CC=C12)C(=O)N)C (1S)-2-methyl-1-[(4-methylpiperidin-1-yl)methyl]Propyl-naphthalene-2-carboxamide